CS(=O)(=O)OCC=1OC(=NN1)C1=CC=C(C=C1)I (5-(4-iodophenyl)-1,3,4-oxadiazol-2-yl)methyl methanesulfonate